FC(C=1C=C(C=CC1)C1=COC=C1)(F)F 3-(3-(trifluoromethyl)phenyl)furan